COC1=C(C(=C(C(=O)C2=CC=C(C=C2)C)C=C1)C)C 4-methoxy-4'-methyl-dimethylbenzophenone